tert-Butyl 5-bromo-2-cyclopropyl-1-methyl-1H-imidazole-4-carboxylate BrC1=C(N=C(N1C)C1CC1)C(=O)OC(C)(C)C